ClC1=C(C#N)C=C(C=C1)C(=O)N1CC=2C(=NN3C2C(N(CC3)[C@@H](C)C3=CC=C(C=C3)C(F)(F)F)=O)C[C@H]1C |o1:22| 2-Chloro-5-((R)-3-methyl-10-oxo-9-((S*)-1-(4-(trifluoromethyl)phenyl)ethyl)-1,2,3,4,7,8,9,10-octahydropyrido[4',3':3,4]pyrazolo[1,5-a]pyrazine-2-carbonyl)benzonitrile